C[SiH2]O[Si](C)(C)C.C(C=C)(=O)O acrylate compound with tetramethyldisiloxane